(6R-7R)-7-[(2-amino-4-thiazolyl)-(methoxyimino)acetamido]-3-[(5,6,7,8-tetrahydroquinolinyl)methyl]-8-oxo-5-thia-1-azabicyclo[4.2.0]oct-2-ene-2-carboxylic acid sulfate S(=O)(=O)(O)O.NC=1SC=C(N1)C(C(=O)N[C@H]1[C@H]2SCC(=C(N2C1=O)C(=O)O)CC1=NC=2CCCCC2C=C1)=NOC